C(C)OC(=O)C1=CC2=C(N1)CC1(C(NC3=NC=CC=C31)=O)C2.CC2C(C2)NC(C2=CC=C(C=C2)C2=NOC(=N2)C(F)(F)F)=O N-(2-methylcyclopropyl)-4-[5-(trifluoromethyl)-1,2,4-oxadiazol-3-yl]benzamide ethyl-2'-oxo-1',2',4,6-tetrahydro-1H-spiro[cyclopenta[b]pyrrole-5,3'-pyrrolo[2,3-b]pyridine]-2-carboxylate